[Se].C(CCCCCCC)P(CCCCCCCC)CCCCCCCC Trioctyl-Phosphine Selenium